CC1=C(C(=CC=C1)C)OP(=O)(OC2=CC(=CC=C2)OP(=O)(OC3=C(C=CC=C3C)C)OC4=C(C=CC=C4C)C)OC5=C(C=CC=C5C)C resorcinol bis[di(2,6-dimethylphenyl) phosphate]